(3-(2-chloro-4-((5-cyclopropyl-3-(2,6-dichloro-4-fluorophenyl)isoxazol-4-yl)methoxy)phenyl)-3-hydroxyazetidin-1-yl)isonicotinic acid methyl ester COC(C1=C(C=NC=C1)N1CC(C1)(O)C1=C(C=C(C=C1)OCC=1C(=NOC1C1CC1)C1=C(C=C(C=C1Cl)F)Cl)Cl)=O